N-[4-(4-carbamimidoyl-piperazin-1-yl)-2-methyl-phenyl]-4-(1-carbamimidoyl-1,2,3,6-tetrahydro-pyridin-4-yl)-benzamide C(N)(=N)N1CCN(CC1)C1=CC(=C(C=C1)NC(C1=CC=C(C=C1)C=1CCN(CC1)C(N)=N)=O)C